Cl.Cl.C(C)OC([C@H](CC(C)C)NC([C@H](CC1=NC2=C(N1C)C=CC(=C2)N(CCCl)CCCl)N)=O)=O (2S)-2-[[(2S)-2-amino-3-[5-[bis(2-chloroethyl)amino]-1-methyl-benzimidazol-2-yl]propionyl]amino]-4-methyl-pentanoic acid ethyl ester dihydrochloride